C1(CC1)C(C(C(=O)NC1=CC=C(C=C1)C=1C(=NNC1C)C)C1=NN=C(N1)C1=CC(=NC=C1)C)C1CC1 3,3-dicyclopropyl-N-[4-(3,5-dimethyl-1H-pyrazol-4-yl)phenyl]-2-[5-(2-methyl-4-pyridyl)-4H-1,2,4-triazol-3-yl]propanamide